C(C)(C)(C)C1=C(C=CC(=C1)C(C)(C)C)OC(C1=CC=C(C=C1)O)=O 2,4-Di-tert-butylphenyl-4-hydroxybenzoate